2-fluoro-5-methyl-N-((2R)-3-methyl-1-(9-methyl-8,10-dioxo-7-phenyl-3,9-diazaspiro[5.5]undecan-3-yl)-1-oxobutan-2-yl)benzamide FC1=C(C(=O)N[C@@H](C(=O)N2CCC3(CC2)C(C(N(C(C3)=O)C)=O)C3=CC=CC=C3)C(C)C)C=C(C=C1)C